N1(CCC1)C1=CC=C2C3(CC=4C(=NOC4C2=C1)NS(=O)(=O)C1=C(C=CC=C1)OC)CC3 N-(8'-(azetidin-1-yl)-4'H-spiro[cyclopropane-1,5'-naphtho[2,1-d]isoxazol]-3'-yl)-2-methoxybenzenesulfonamide